tert-butyl-dioxo-1,5-oxazolidine-5-carboxylate C(C)(C)(C)C1C(C(ON1C(=O)[O-])=O)=O